(4-amino-1-methyl-1H-pyrazolo[4,3-c]quinolin-8-yl)((3S)-3-(4-(pentafluoro-lambda~6~-sulfanyl)phenyl)-4-morpholinyl)methanone NC1=NC=2C=CC(=CC2C2=C1C=NN2C)C(=O)N2[C@H](COCC2)C2=CC=C(C=C2)S(F)(F)(F)(F)F